BrC1=CC=C2C3(CC=4C(=NOC4C2=C1)NS(=O)(=O)C1=C(C=CC=C1OC)OC)CC3 N-(8'-bromo-4'H-spiro[cyclopropane-1,5'-naphtho[2,1-d]isoxazol]-3'-yl)-2,6-dimethoxybenzenesulfonamide